(3R,4S)-4-[6-[2-hydroxy-6-methyl-4-(trifluoro-methyl)phenyl]pyrazolo[3,4-b]pyridin-2-yl]tetra-hydrofuran-3-ol OC1=C(C(=CC(=C1)C(F)(F)F)C)C=1C=CC=2C(N1)=NN(C2)[C@@H]2[C@H](COC2)O